N1=C2C(=COCC=C1)C=CC=C2 benzo[c][1,5]oxazocine